N-((1R,3R,5S)-8-((((1R,5S,6r)-3-Azabicyclo[3.1.0]hexan-6-yl)methyl)sulfonyl)-8-azabicyclo[3.2.1]octan-3-yl)-5-(oxetan-3-yl)isoxazole-3-carboxamide [C@H]12CNC[C@@H]2C1CS(=O)(=O)N1[C@H]2CC(C[C@@H]1CC2)NC(=O)C2=NOC(=C2)C2COC2